N-(3-(5-((6-acetyl-2,6-diazaspiro[3.3]heptan-2-yl)methyl)-3'-chloro-6-methoxy-[2,4'-bipyridin]-2'-yl)-2-chlorophenyl)-1,3-dimethyl-2,4-dioxo-1,2,3,4-tetrahydropyrimidine-5-carboxamide C(C)(=O)N1CC2(CN(C2)CC=2C=CC(=NC2OC)C2=C(C(=NC=C2)C=2C(=C(C=CC2)NC(=O)C=2C(N(C(N(C2)C)=O)C)=O)Cl)Cl)C1